1-(4-(((1r,4r)-4-(aminomethyl)-1-methylcyclohexyl)methoxy)phenyl)-3-((2-(2,6-dioxopiperidin-3-yl)-1-oxoisoindolin-5-yl)methyl)urea NCC1CCC(CC1)(C)COC1=CC=C(C=C1)NC(=O)NCC=1C=C2CN(C(C2=CC1)=O)C1C(NC(CC1)=O)=O